S1C=NC2=C1C=C(C=C2)\C=C\2/N=C(NC2=O)NC21CC3(CC(CC(C2)C3)C1)N(C)C (4Z)-4-(1,3-Benzothiazol-6-ylmethylene)-2-[[3-(dimethylamino)-1-adamantyl]amino]-1H-imidazol-5-one